Methyl (4-methyl-2-(4-(trifluoromethyl)phenyl)quinoline-7-carbonyl)-D-alaninate CC1=CC(=NC2=CC(=CC=C12)C(=O)N[C@H](C)C(=O)OC)C1=CC=C(C=C1)C(F)(F)F